N=1C=NN2C1C=CC=C2CCC[C@H]2C[C@@H]1N(CCN(C1)C1=NC=C(C=C1)COC)C2=O (7S,8aS)-7-(3-([1,2,4]triazolo[1,5-a]pyridin-5-yl)propyl)-2-(5-(methoxymethyl)pyridin-2-yl)hexahydropyrrolo[1,2-a]pyrazin-6(2H)-one